FC=1C=C(C=CC1F)[C@H]1[C@@H](C1)NC1=C2C(=NC(=N1)SC)N(N=C2)C N-((1r,2s)-2-(3,4-difluorophenyl)cyclopropyl)-1-methyl-6-(methylsulfanyl)-1H-pyrazolo[3,4-d]pyrimidin-4-amine